n-Heptylacetat C(CCCCCC)OC(C)=O